C(C)C=1SC(=CC1N(C(=O)N)S(N(C1COCC1)C1CN(CCC1)C)(=O)=O)CC (2,5-Diethylthiophen-3-yl)-1-[(1-methylpiperidin-3-yl)(oxolan-3-yl)-sulfamoyl]urea